NC1=CC=CC(=N1)OC=1C=C(C=CC1)C(C(=O)OC)(C)C methyl 2-(3-((6-aminopyridin-2-yl) oxy) phenyl)-2-methylpropionate